(R)-1-(2-((2-((3-(3-chloropyridin-4-yl)-2-fluorophenyl)amino)-2-oxoethyl)(1-hydroxypropan-2-yl)amino)-2-oxoethyl)-1H-indazole-3-carboxamide ClC=1C=NC=CC1C=1C(=C(C=CC1)NC(CN(C(CN1N=C(C2=CC=CC=C12)C(=O)N)=O)[C@@H](CO)C)=O)F